1,1,1,3,3,3-hexafluoropropan-2-yl-4-(2-(pyrrolidin-1-yl)-4-(trifluoromethyl)benzyl)piperazine-1-carboxylic acid dihydrochloride Cl.Cl.FC(C(C(F)(F)F)C1N(CCN(C1)CC1=C(C=C(C=C1)C(F)(F)F)N1CCCC1)C(=O)O)(F)F